2-n-pentyl-4-(α-hydroxyisopropyl)furan C(CCCC)C=1OC=C(C1)C(C)(C)O